(S)-3-(6-(4-((1-(4-((3S,4R)-7-hydroxy-3-phenylisochroman-4-yl)phenyl)piperidin-4-yl)methyl)piperazin-1-yl)-1-methyl-1H-indazol-3-yl)piperidine-2,6-dione OC1=CC=C2[C@H]([C@H](OCC2=C1)C1=CC=CC=C1)C1=CC=C(C=C1)N1CCC(CC1)CN1CCN(CC1)C1=CC=C2C(=NN(C2=C1)C)[C@H]1C(NC(CC1)=O)=O